methyl (S)-2-((4-(6-((4-acetyl-2-(trifluoromethyl)benzyl)oxy)pyridin-2-yl)piperidin-1-yl)methyl)-1-(oxetan-2-ylmethyl)-1H-benzo[d]imidazole-6-carboxylate C(C)(=O)C1=CC(=C(COC2=CC=CC(=N2)C2CCN(CC2)CC2=NC3=C(N2C[C@H]2OCC2)C=C(C=C3)C(=O)OC)C=C1)C(F)(F)F